(4-hydroxy-5-((2-hydroxy-5-(hydroxymethyl)cyclohex-2,4-dien-1-yl)methyl)-1,3-phenylene)dimethanol OC1=C(C=C(C=C1CC1C(=CC=C(C1)CO)O)CO)CO